(R,Z)-N-(4-((4-([1,2,4]triazolo[1,5-a]pyridin-7-yloxy)-2-methoxy-5-Methylphenyl)amino)-7-(3,3-difluoroazetidin-1-yl)quinazolin-6-yl)-2-fluoro-3-(1-methylpyrrolidin-2-yl)acrylic amide N=1C=NN2C1C=C(C=C2)OC2=CC(=C(C=C2C)NC2=NC=NC1=CC(=C(C=C21)NC(/C(=C/[C@@H]2N(CCC2)C)/F)=O)N2CC(C2)(F)F)OC